NNC1=C(C=CC=C1)NN diaminophenylenediamine